C(CCC)OCC(CC)OCCCC 1,2-dibutoxybutane